5-(2-acetylphenyl)isoindolin C(C)(=O)C1=C(C=CC=C1)C=1C=C2CNCC2=CC1